(([(2R,3S,5R)-5-[2,4-dioxo-5-(trifluoromethyl)-3H-pyrimidin-1-yl]-3-iodooxolan-2-yl] oxymethyl(phenoxy)phosphoryl) amino) propanoate C(CC)(=O)ONP(=O)(OC1=CC=CC=C1)CO[C@H]1O[C@H](C[C@@H]1I)N1C(NC(C(=C1)C(F)(F)F)=O)=O